C(CCCCCCC)OC1=CC=C(C=C1)C=CC(=O)C1=CC=C(C=C1)N=C(C1=C(C=C(C=C1)O)O)C 3-[4-(Octyloxy)phenyl]-1-[4-[(2,4-dihydroxy-alpha-methylbenzylidene)amino]phenyl]-2-propene-1-one